2,5-diamino-3,4-dimethylbenzimidazole NC=1N(C2=C(N1)C=CC(=C2C)N)C